ClC1=C(C=CC=C1F)C1=CC(=CC2=C1NC(=NS2(=O)=O)NCC(F)F)F 5-(2-chloro-3-fluorophenyl)-3-((2,2-difluoroethyl)amino)-7-fluoro-4H-benzo[e][1,2,4]thiadiazine 1,1-dioxide